4-{2-(1-(3,4-Dichlorophenyl)-5-methyl-1H-pyrazol-3-yloxy)ethyl}morpholine ClC=1C=C(C=CC1Cl)N1N=C(C=C1C)OCCN1CCOCC1